5-(3-Chloro-2-fluoro-6-(1H-tetrazol-1-yl)phenyl)-2-((1R*,2S*)-1-(2-(difluoromethyl)-1'H,2H-[3,4'-bipyrazol]-1'-yl)-2-hydroxy-2-phenylethyl)pyridine 1-oxide ClC=1C(=C(C(=CC1)N1N=NN=C1)C=1C=CC(=[N+](C1)[O-])[C@H]([C@H](C1=CC=CC=C1)O)N1N=CC(=C1)C=1N(N=CC1)C(F)F)F |o1:19,20|